COC1=CC=CC=2C(C=3N(C=4CC(CC(C4C3)=O)(C)C)C12)C1=CC=CC=C1 6-methoxy-3,3-dimethyl-10-phenyl-2,3,4,10-tetrahydro-1H-indolo[1,2-a]indol-1-one